C(C)(C)(C)[SiH2]OC([C@@H]1N(CCC1)C=1C=C(C=NC1)C=1C=C2CCC(N(C2=CC1)C)=O)(C)C 6-{5-[(R)-2-(tert-Butyl-dimethyl-silanyloxymethyl)-pyrrolidin-1-yl]-pyridin-3-yl}-1-methyl-3,4-dihydro-1H-quinolin-2-one